3-(4-(4-cyclopentylpiperazin-1-ylprop-1-enyl)phenyl)-1H-1,2,4-triazole-3,5-diamine C1(CCCC1)N1CCN(CC1)CC=CC1=CC=C(C=C1)C1(NNC(=N1)N)N